Cl.NCC1=CC(=C(C(=C1)F)C1C(NC(CC1)=O)=O)Cl 3-(4-(aminomethyl)-2-chloro-6-fluorophenyl)piperidine-2,6-dione hydrochloride